P(O)(=O)(OP(=O)(O)OP(=O)(O)O)OC([C@@H]1[C@H](C[C@@H](O1)N1C(=O)N=C(N)C=C1)O)I 5'-iodo-2'-deoxycytidine-5'-triphosphate